CC=1C=C2C=CC=NC2=C(C1)O 6-methyl-8-quinolinol